C(C)C1=CC=C(C=C1)N1N=CC(=C1)C=1C=C2C(=CNC2=CC1)NC(C(=O)OC)=O methyl 2-((5-(1-(4-ethylphenyl)-1H-pyrazol-4-yl)-1H-indol-3-yl) amino)-2-oxoacetate